C(C)(=O)N1CCN(CC1)C(=O)C1=CC2=C(NC(N2)=O)C=C1 5-(4-acetylpiperazine-1-carbonyl)-1H-benzo[d]imidazol-2(3H)-one